FC=1C=CC(=NC1)C1=NN2C(COC(C2)(C)C)=C1C1=C2C(=NC(=C1)C)NN=C2 2-(5-fluoro-2-pyridinyl)-6,6-dimethyl-3-(6-methyl-1H-pyrazolo[3,4-b]pyridin-4-yl)-4,7-dihydropyrazolo[5,1-c][1,4]oxazine